1-ethyl-3-(5-((1-(2-fluoro-6-(1H-pyrazol-1-yl)pyridin-3-yl)piperidin-4-yl)methyl)oxazol-2-yl)urea C(C)NC(=O)NC=1OC(=CN1)CC1CCN(CC1)C=1C(=NC(=CC1)N1N=CC=C1)F